OC(=O)C(F)(F)F.C1(CC1)N1C=NC2=C1C=CC(=C2)C#CC2=NN(C1=C2C(=NC=C1)N)[C@@H]1CN[C@H](C1)COC 3-((1-cyclopropyl-1H-benzo[d]imidazol-5-yl)ethynyl)-1-((3S,5R)-5-(methoxymethyl)pyrrolidin-3-yl)-1H-pyrazolo[4,3-c]pyridin-4-amine TFA salt